5-(1,1-difluoroeth-2-yl)-4,6-dimethoxypyrimidin-2-amine FC(CC=1C(=NC(=NC1OC)N)OC)F